S1C(=NC=C1)C(=O)N.[Zn] zinc thiazolamide